ClC1=C(C=C(C=C1)N1N=C(C2=C1CC([C@H]2O)(F)F)C(F)(F)F)F (4S)-1-(4-chloro-3-fluorophenyl)-5,5-difluoro-3-(trifluoromethyl)-4,6-dihydrocyclopenta[c]pyrazol-4-ol